CC1=NC(=NC=C1)C1=CC=C(C=C1)NNC(=O)N=N (4-(4-methylpyrimidin-2-yl)phenyl)carbazone